((2S,4S)-1-(5-nitrothiazol-2-yl)-4-(4-(trifluoromethyl)phenoxy)pyrrolidin-2-yl)methanol [N+](=O)([O-])C1=CN=C(S1)N1[C@@H](C[C@@H](C1)OC1=CC=C(C=C1)C(F)(F)F)CO